CN1CCC(CC1)OCC1=CC(=C2C(=N1)NC=C2C(F)(F)F)OCCC 6-(((1-methylpiperidin-4-yl)oxy)methyl)-4-propoxy-3-(trifluoromethyl)-1H-pyrrolo[2,3-b]pyridine